2,3-dihydrobenzofuran sulfanate S(=O)O.O1CCC2=C1C=CC=C2